1'-{2-[(2-acetyl-1,2,3,4-tetrahydroisoquinolin-6-yl)oxy]ethyl}-5-chloro-1,2-dihydrospiro[indole-3,4'-piperidin]-2-one C(C)(=O)N1CC2=CC=C(C=C2CC1)OCCN1CCC2(CC1)C(NC1=CC=C(C=C12)Cl)=O